O=S1(N(CC(N1)=O)C=1C(=C(C=CC1O)C=1CC(CCC1)N(C(C)=O)C)F)=O N-(3'-(1,1-dioxido-4-oxo-1,2,5-thiadiazolidin-2-yl)-2'-fluoro-4'-hydroxy-2,3,4,5-tetrahydro-[1,1'-biphenyl]-3-yl)-N-methylacetamide